hydroxytertbutylamine ONC(C)(C)C